CC=1C=CC(=NC1)B1OCCCCN(CO1)C1=CC=CC=C1 2-(5-methylpyridin-2-yl)-5-phenyl-1,3,5,2-dioxazaboronane